1-methoxy-nonafluorobutane COC(C(C(C(F)(F)F)(F)F)(F)F)(F)F